NC=1N(C(=CC1)C1=CC=C(C=C1)OC)C 2-amino-5-(4-methoxyphenyl)-1-methyl-1H-pyrrole